CC1=C(OC=2CCC3=CN(N=C3C21)C[C@@H]2CN(CCO2)C)C(=O)OCC ethyl 8-methyl-2-{[(2S)-4-methylmorpholin-2-yl] methyl}-4,5-dihydro-2H-furo[2,3-g]indazole-7-carboxylate